(isoxazol-4-yl)-1,2,3,4-tetrahydroisoquinolin-8-ol O1N=CC(=C1)C1NCCC2=CC=CC(=C12)O